divinyltetramethyldisiloxane C[Si](C)(C=C)O[Si](C)(C)C=C